C(C1=CC=CC=C1)OC(=O)N1CCC(CC1)(C1=CC(=C(C=C1)Cl)F)N 4-amino-4-(4-chloro-3-fluoro-phenyl)piperidine-1-carboxylic acid benzyl ester